C(C)C1CC2C3C(OC4=C3C=CC=C4OC)C1C2 3-ethyl-6-methoxy-1,2,3,4,4a,9b-hexahydro-1,4-methanodibenzo[b,d]furan